1-((3S,5R,8R,9S,10S,13R,14S,17R)-14-hydroxy-10,13-dimethyl-17-(2-oxo-2H-pyran-5-yl)hexadecahydro-1H-cyclopenta[a]phenanthren-3-yl)-3-(2-hydroxyethyl)urea O[C@]12[C@@H]3CC[C@@H]4C[C@H](CC[C@@]4([C@H]3CC[C@@]2([C@H](CC1)C=1C=CC(OC1)=O)C)C)NC(=O)NCCO